5-methyl-4'-[(1-{[4-(propan-2-yl)phenyl]carbamoyl}-D-prolyl)amino][1,1'-biphenyl]-3-carboxylic acid CC=1C=C(C=C(C1)C1=CC=C(C=C1)NC([C@@H]1N(CCC1)C(NC1=CC=C(C=C1)C(C)C)=O)=O)C(=O)O